Cl.C(C1=CC=CC=C1)O[NH3+] O-Benzyloxyammonium hydrochloride